N-(2-(dimethylamino)ethyl)-4-[76Br]bromobenzamide CN(CCNC(C1=CC=C(C=C1)[76Br])=O)C